BrC=1C=NN(C1)CC12CC3(CC(CC(C1)C3)C2)O 3-[(4-bromo-1H-pyrazol-1-yl)methyl]tricyclo[3.3.1.13,7]decan-1-ol